Cl.NCC(CCC(=O)OC)=O methyl δ-aminolevulinate hydrochloride